(7-{[2-(4-Chlorophenyl)imidazo[1,2-a]pyridin-3-yl]methyl}-3-oxa-7,9-diazabicyclo[3.3.1]non-9-yl)(6-methoxy-3-methylpyridin-2-yl)methanon ClC1=CC=C(C=C1)C=1N=C2N(C=CC=C2)C1CN1CC2COCC(C1)N2C(=O)C2=NC(=CC=C2C)OC